(R)-2-methyl-N-(4-(N-(1-(piperidin-4-yl)ethyl)sulfamoyl)-3-(trifluoromethyl)phenyl)benzamide hydrochloride Cl.CC1=C(C(=O)NC2=CC(=C(C=C2)S(N[C@H](C)C2CCNCC2)(=O)=O)C(F)(F)F)C=CC=C1